CC1NCC=2N(C1)CCC2 3-methylhexahydropyrrolo[1,2-a]pyrazin